methyl (R)-4-(2-((R or S)-1,2-difluoroethyl)-3-fluorophenyl)-2-(fluoromethyl)-5-oxo-4,5,6,7-tetrahydro-1H-cyclopenta[b]pyridine-3-carboxylate F[C@@H](CF)C1=C(C=CC=C1F)[C@@H]1C2=C(NC(=C1C(=O)OC)CF)CCC2=O |o1:1|